C1NCC12CCN(CC2)C(=O)C2=C(C=C(C=C2)NC=2C=1N(C=CN2)C(=CN1)C1=CC=C(C=C1)OC(F)F)C 2,7-diazaspiro[3.5]nonan-7-yl-[4-[[3-[4-(difluoromethoxy)phenyl]imidazo[1,2-a]pyrazin-8-yl]amino]-2-methylphenyl]methanone